2-(3-((5-(5,6,7,8-tetrahydro-1,8-naphthyridin-2-yl)pentyl)oxy)azetidin-1-yl)-2-(2-(2-(tetrahydrofuran-3-yl)propan-2-yl)phenyl)acetic acid N1=C(C=CC=2CCCNC12)CCCCCOC1CN(C1)C(C(=O)O)C1=C(C=CC=C1)C(C)(C)C1COCC1